C(N)(=O)C=1C=C(C=CC1F)S(=O)(=O)Cl 3-carbamoyl-4-fluorobenzenesulfonyl chloride